OC(C(=O)OCCCC)(C)C normal butyl 2-hydroxyisobutyrate